2-[4-[(4-aminophenyl)diazenyl]-N-(2-hydroxyethyl)anilino]ethanol NC1=CC=C(C=C1)N=NC1=CC=C(N(CCO)CCO)C=C1